acetic acid 3,7-Dimethyloct-6-en-1-yl ester CC(CCOC(C)=O)CCC=C(C)C